tert-Butyl (6-(2-chloro-5-(trans-2,2-dichloro-3-(3-chloro-4-fluorophenyl)cyclopropane-1-carboxamido)benzamido)pyridin-2-yl)carbamate ClC1=C(C(=O)NC2=CC=CC(=N2)NC(OC(C)(C)C)=O)C=C(C=C1)NC(=O)[C@@H]1C([C@H]1C1=CC(=C(C=C1)F)Cl)(Cl)Cl